N-allenyl-phthalimide C(=C=C)N1C(C=2C(C1=O)=CC=CC2)=O